C1(CC1)N1CC2(C(N(C=3C=NC=4C=C(C(=CC4C32)C=3C=C(C(=NC3)OCCNC(C)C)NS(=O)(=O)C)F)C)=O)C1 N-(5-(1-Cyclopropyl-7'-fluoro-3'-methyl-2'-oxo-2',3'-dihydrospiro[azetidine-3,1'-pyrrolo[2,3-c]quinolin]-8'-yl)-2-(2-(isopropylamino)ethoxy)pyridin-3-yl)methanesulfonamide